S(=O)(=O)(OCC(C)C)O 2-methylpropyl hydrogen sulfate